3-[(benzyloxy)methyl]-3-methyl-oxacyclopentane-2-one C(C1=CC=CC=C1)OCC1(C(OCC1)=O)C